N-(3-(difluoromethyl)-1-(piperidin-4-yl)-1H-pyrazol-4-yl)-5-(1,1-dioxothiomorpholinyl)pyrazolo[1,5-a]Pyrimidine-3-carboxamide FC(C1=NN(C=C1NC(=O)C=1C=NN2C1N=C(C=C2)N2CCS(CC2)(=O)=O)C2CCNCC2)F